IC=1N(C(C2=C(N1)N(N=C2C#N)C(C)C=2C=NC(=CC2)C(F)(F)F)=O)CC2=CC=C(C=C2)OC 6-iodo-5-(4-methoxybenzyl)-4-oxo-1-(1-(6-(trifluoromethyl)pyridine-3-yl)ethyl)-4,5-dihydro-1H-pyrazolo[3,4-d]pyrimidine-3-carbonitrile